O[C@@H]1C[C@H](N(C1)C(=O)[C@H](C(C)(C)C)NC(COCC(=O)OC(C)(C)C)=O)C(NCC1=CC=C(C=C1)C1=C(N=CS1)C)=O tert-butyl 2-[2-[[(1S)-1-[(2S,4R)-4-hydroxy-2-[[4-(4-methylthiazol-5-yl)phenyl]methylcarbamoyl]pyrrolidine-1-carbonyl]-2,2-dimethyl-propyl]amino]-2-oxo-ethoxy]acetate